benzyl ((3-(3-iodo-1-(tetrahydro-2H-pyran-2-yl)-1H-pyrazolo[3,4-b]pyrazin-6-yl)-7-(5-methylisoxazol-3-yl)-3-azabicyclo[4.1.0]heptan-7-yl)methyl)carbamate IC1=NN(C2=NC(=CN=C21)N2CC1C(C1CC2)(C2=NOC(=C2)C)CNC(OCC2=CC=CC=C2)=O)C2OCCCC2